2-[4-[1-[4-(2-hydroxy-ethoxy)-3,5-di(phenanthren-9-yl)-phenyl]-1-methylethyl]-2,6-di(phenanthren-9-yl)-phenoxy]ethanol OCCOC1=C(C=C(C=C1C=1C2=CC=CC=C2C=2C=CC=CC2C1)C(C)(C)C1=CC(=C(OCCO)C(=C1)C=1C2=CC=CC=C2C=2C=CC=CC2C1)C=1C2=CC=CC=C2C=2C=CC=CC2C1)C=1C2=CC=CC=C2C=2C=CC=CC2C1